(1-ethyl-1H-1,2,4-triazol-4-ium-4-yl)(2-(4-(perfluoroethoxy)phenoxy)-6-(2,2,2-trifluoroethoxy)isonicotinoyl)amide C(C)N1N=C[N+](=C1)[N-]C(C1=CC(=NC(=C1)OCC(F)(F)F)OC1=CC=C(C=C1)OC(C(F)(F)F)(F)F)=O